BrC1=C(C(=O)N2[C@@H](CCCC2)COC2=C(C=O)C(=CC=C2)O)C=CC=C1 (S)-2-((1-(2-bromobenzoyl)piperidin-2-yl)methoxy)-6-hydroxybenzaldehyde